O1C(=CC=C1)CS FURANMETHANETHIOL